CS(=O)(=NC1=CC=NC=C1)C1=CC=C(C=C1)C1=CC2=NC=CC(=C2O1)C1=CC(=CC=C1)C(=O)N1CCOCC1 methyl(4-(7-(3-(morpholine-4-carbonyl)phenyl)furo[3,2-b]pyridin-2-yl)phenyl)(pyridin-4-ylimino)-λ6-sulfanone